1,4-bis(1,2-epoxypropyl)benzene C1(C(C)O1)C1=CC=C(C=C1)C1C(C)O1